(3-bromothiophen-2-yl)(4-(2-((2-methoxyphenylethyl)amino)phenyl)piperazin-1-yl)methanone BrC1=C(SC=C1)C(=O)N1CCN(CC1)C1=C(C=CC=C1)NCCC1=C(C=CC=C1)OC